NC=1C(=C2C(=NC1)N(C=C2)S(=O)(=O)C2=CC=C(C)C=C2)NN2CCC(CC2)CC#N 1-((5-amino-1-p-toluenesulfonyl-1H-pyrrolo[2,3-b]pyridine-4-yl)amino)piperidine-4-yl-acetonitrile